[5-(2-fluorophenyl)-6-isopropyl-pyrrolo[2,3-f]indazol-1-yl]-2,2-dimethyl-propan-1-one FC1=C(C=CC=C1)N1C(=CC2=C1C=C1C=NN(C1=C2)C(C(C)(C)C)=O)C(C)C